OC1=C(C=CC(=C1)C(=O)O)C1=C(C=C(C=C1)C(=O)O)O 2,2'-dihydroxybiphenyl-4,4'-dicarboxylic acid